C(CC)(=O)N1CCNCC1 4-propionylpiperazin